FC1=CC(=C(C=C1C=1C=NC(=NC1)N1CCOCC1)NC(=O)C1=NNC(=C1)C(F)(F)F)N1C[C@H](N([C@H](C1)C)C)C N-[4-fluoro-5-(2-morpholin-4-ylpyrimidin-5-yl)-2-[(3R,5S)-3,4,5-trimethylpiperazin-1-yl]phenyl]-5-(trifluoromethyl)-1H-pyrazole-3-carboxamide